CC1(OB(OC1(C)C)N1C=CC=2C1=NC=CC2)C (4,4,5,5-tetramethyl-1,3,2-dioxaborolan-2-yl)-1H-pyrrolo[2,3-b]Pyridine